[Na+].[Cr](=O)(=O)([O-])[O-].[Na+] chromic acid sodium salt